ethyl 3-(azetidin-3-yl)propanoate N1CC(C1)CCC(=O)OCC